C1(CC1)C(CN(C=O)C1=CC=C2C=CN(C(C2=C1)=O)C1=NC(=CC=C1)C1=NN=CN1C(C)C)=O N-(2-cyclopropyl-2-oxoethyl)-N-(2-(6-(4-isopropyl-4H-1,2,4-triazol-3-yl)pyridin-2-yl)-1-oxo-1,2-dihydroisoquinolin-7-yl)carboxamide